C1(=CC=C(C=C1)C1=C(C=CC2=C1OC1=C2C=CC=C1)C=1C=C(C=CC1)C1=NC(=NC(=N1)C1=CC=C(C=C1)Cl)C1=CC=CC=C1)C1=CC=CC=C1 2-(3-(4-([1,1'-biphenyl]-4-yl)dibenzo[b,d]furan-3-yl)phenyl)-4-(4-chlorophenyl)-6-phenyl-1,3,5-triazine